7-(fluoromethylsulfonylamino)-5-azaspiro[2.4]heptane-5-carboxamide FCS(=O)(=O)NC1CN(CC12CC2)C(=O)N